S(=O)(=O)(ON1[C@@H]2CC[C@H](N(C1=O)C2)C(NC(CCCON/C(=N/C(OC(C)(C)C)=O)/NC(=O)OC(C)(C)C)=O)=N)[O-].[Na+] sodium (2S,5R)-2-(N-((E)-6-((tert-butoxycarbonyl) amino)-2,2-dimethyl-4-oxo-3,8-dioxa-5,7-diazadodec-5-en-12-oyl) carbamimidoyl)-7-oxo-1,6-diazabicyclo[3.2.1]octan-6-yl sulfate